N-{[3-methoxy-4-(prop-2-yloxy)phenyl]methyl}-6-methyl-4-[(1-methylcyclopropyl)amino]furo[2,3-d]pyrimidine-5-carboxamide COC=1C=C(C=CC1OC(C)C)CNC(=O)C1=C(OC=2N=CN=C(C21)NC2(CC2)C)C